NC1OCC=2C=NC=3C=NC(=CC3C21)C#N amino-1,3-dihydrofuro[3,4-c][1,7]naphthyridine-8-carbonitrile